C(C)C=1C=C(C=2N(C1)C=C(N2)[C@@H](C)NC2=CC(=NC=N2)NC(=O)[C@@H]2[C@H](C2)C2=NC=CC(=N2)C)N2C(N(C(C2)=O)C)=O (1S,2S)-N-(6-(((R)-1-(6-ethyl-8-(3-methyl-2,4-dioxoimidazolidin-1-yl)imidazo[1,2-a]pyridin-2-yl)ethyl)amino)pyrimidin-4-yl)-2-(4-methylpyrimidin-2-yl)cyclopropane-1-carboxamide